C(C1=CC=CC=C1)OCCCOCCCCN1N=CC(=C1)B1OC(C(O1)(C)C)(C)C 1-{4-[3-(benzyloxy)propoxy]butyl}-4-(4,4,5,5-tetramethyl-1,3,2-dioxaborolan-2-yl)-1H-pyrazole